cyclohexanesulfenate C1(CCCCC1)S[O-]